FC(OC=1C=CC=2NC3=CC=C(C=C3C2C1)OC(F)(F)F)(F)F 3,6-bistrifluoromethoxycarbazole